2-amino-4-methylthiazole NC=1SC=C(N1)C